FC1=CC=C(C=C1)NC(=O)N[C@@H]1C(NC[C@H]1C=1SC(=CC1)OC)=O |o1:11,15| (-)-1-(4-fluoro-phenyl)-3-[(3S*,4R*)-4-(5-methoxythiophen-2-yl)-2-oxo-pyrrolidin-3-yl]urea